BrN1C2(C=3N(N=C4C=CC=CC34)CC1=O)CC2 bromo-2'H-spiro[cyclopropane-1,1'-pyrazino[1,2-b]indazole]-3'(4'H)-one